C(C)[C@H](C(=O)O)C(C)O ethyl-(S)-3-hydroxybutyric acid